N,N'-Diphenyl-m-phenylenediamine C1(=CC=CC=C1)NC1=CC(=CC=C1)NC1=CC=CC=C1